BrC1=CC=C(C=C1)C=1N(C=C(N1)C=O)C (4-bromophenyl)-1-methyl-1H-imidazole-4-carbaldehyde